FC=1C(=NC(=NC1)C1=CN(C2=NC=C(C=C21)F)S(=O)(=O)C2=CC=C(C)C=C2)N[C@@H]2CN(CCC2)C(=O)OC(C)(C)C tert-butyl (S)-3-((5-fluoro-2-(5-fluoro-1-tosyl-1H-pyrrolo[2,3-b]pyridin-3-yl)pyrimidin-4-yl)amino)piperidine-1-carboxylate